(isoindolin-2-ylmethyl)-5-((1-(methylsulfonyl)piperidin-4-yl)methoxy)-4H-pyran-4-one C1N(CC2=CC=CC=C12)CC=1OC=C(C(C1)=O)OCC1CCN(CC1)S(=O)(=O)C